FC1(CN(CC1)CCOC1=CC=2N(C=C1)C(=CN2)C2=CC(=NC=N2)NCC2=CC=C(C=C2)C=2C=NN(C2)C)F 6-{7-[2-(3,3-difluoropyrrolidin-1-yl)ethoxy]imidazo[1,2-a]pyridin-3-yl}-N-{[4-(1-methyl-1H-pyrazol-4-yl)phenyl]methyl}pyrimidin-4-amine